6-[(E)-but-2-enyl]-4-[4-chloro-5-(morpholine-4-carbonyl)-2-pyridinyl]-2-methyl-1H-pyrrolo[2,3-c]pyridin-7-one C(\C=C\C)N1C(C2=C(C(=C1)C1=NC=C(C(=C1)Cl)C(=O)N1CCOCC1)C=C(N2)C)=O